(R)-2-(2-Chloro-5-cyclopropyl-8-oxothieno[2',3':4,5]pyrrolo[1,2-d][1,2,4]triazin-7(8H)-yl)-N-(1-methylpiperidin-3-yl)acetamid ClC1=CC2=C(C=C3N2C(=NN(C3=O)CC(=O)N[C@H]3CN(CCC3)C)C3CC3)S1